lanthanum tripropoxide [O-]CCC.[O-]CCC.[O-]CCC.[La+3]